(3R)-3-(7-{[(2S)-2-(1,1-Difluoroethyl)-7-hydroxy-2,3-dihydropyrido[2,3-f][1,4]oxazepin-4(5H)-yl]methyl}-1-benzothiophen-5-yl)-3-(1,4-dimethyl-1H-benzotriazol-5-yl)propanoic acid FC(C)(F)[C@H]1OC2=C(CN(C1)CC1=CC(=CC=3C=CSC31)[C@@H](CC(=O)O)C3=C(C1=C(N(N=N1)C)C=C3)C)N=C(C=C2)O